S([O-])(O)(=O)=O.C(CCCC)[N+](CCCCC)(CCCCC)CCCCC tetrapentyl-ammonium bisulfate